rac-(1r,2r,4s,5r,6s)-6-hydroxy-4-(1-methyl-3-(trifluoromethyl)-1H-pyrazol-4-yl)-N-(4-(trifluoromethyl)pyridin-2-yl)-8-oxatricyclo[3.2.1.02,4]octane-2-carboxamide O[C@@H]1[C@H]2[C@@]3(C[C@@]3([C@@H](C1)O2)C(=O)NC2=NC=CC(=C2)C(F)(F)F)C=2C(=NN(C2)C)C(F)(F)F |r|